C1(=CC=CC2=CC=CC=C12)/C=C/CCC=O (E)-5-(naphthalen-1-yl)pent-4-enal